C(CCC)N1N=NN=C1COC=1C=C2CCN3C(C2=CC1)=CC(=NC3=O)OCC3COC1=C(O3)C=CC=C1 9-(1-Butyl-1H-tetrazol-5-ylmethoxy)-2-(2,3-dihydro-benzo[1,4]dioxin-2-ylmethoxy)-6,7-dihydro-pyrimido[6,1-a]isoquinolin-4-one